tert-Butyl 5-bromo-2-hydroxybenzoate BrC=1C=CC(=C(C(=O)OC(C)(C)C)C1)O